methyl (2R,4R,5S)-5-(1-(tert-butoxycarbonyl)-1H-imidazol-4-yl)-2-(tert-butyl)-3-formylthiazolidine-4-carboxylate C(C)(C)(C)OC(=O)N1C=NC(=C1)[C@@H]1[C@H](N([C@H](S1)C(C)(C)C)C=O)C(=O)OC